((3r,5r,7r)-adamantan-1-yl)methyl 8-((2-hydroxyethyl)amino)octanoate OCCNCCCCCCCC(=O)OCC12CC3CC(CC(C1)C3)C2